6-bromo-3-(2,5-difluorobenzyl)isobenzofuran-1(3H)-one BrC1=CC=C2C(OC(C2=C1)=O)CC1=C(C=CC(=C1)F)F